FC1=C(C=CC=2N(C(=NC21)C2=CC=C(C=C2)S(=O)(=O)C)C)C2CCN(CC2)C2CCN(CC2)C(C)C 4-fluoro-5-(1'-isopropyl-[1,4'-bipiperidin]-4-yl)-1-methyl-2-(4-(methylsulfonyl)phenyl)-1H-benzo[d]imidazole